COC1=C(C2=C(NC=N2)C(=C1)C)CN1[C@@H](CC2(CCCO2)CC1)C1=CC=C(C(=O)O)C=C1 4-((7S)-8-((5-methoxy-7-methyl-1H-benzo[d]imidazol-4-yl)methyl)-1-oxa-8-azaspiro[4.5]dec-7-yl)benzoic acid